((2R,3S,5R)-2-((((2-(1-adamantyl)ethoxy)carbonyl)oxy)methyl)-5-(6-amino-2-fluoro-9H-purin-9-yl)-2-ethynyltetrahydrofuran-3-yl) 2-(1-adamantyl)ethyl carbonate C(O[C@@H]1[C@@](O[C@H](C1)N1C2=NC(=NC(=C2N=C1)N)F)(C#C)COC(=O)OCCC12CC3CC(CC(C1)C3)C2)(OCCC23CC1CC(CC(C2)C1)C3)=O